1,3-dihydro-2H-benzo[d]Imidazole-2-one N1C(NC2=C1C=CC=C2)=O